C(C1=CC=CC=C1)[C@@]1([C@@H]([C@@H](OCC2=CC=CC=C2)[C@@H](OC)[C@@H](O1)C(=O)[O-])NC(C(Cl)(Cl)Cl)=O)O[C@@H]1[C@H]([C@H](OCC=C)O[C@@H]([C@@H]1N=[N+]=[N-])C)NC(C(Cl)(Cl)Cl)=O Allyl (benzyl 3-O-benzyl-4-O-methyl-2-deoxy-2-trichloroacetamido-α-L-altropyranosyluronate)-(1→3)-4-azido-2-trichloroacetamido-2,4,6-trideoxy-β-D-galactopyranoside